FC(OC1=CC=C(C=N1)OC(=O)N1CC(C[C@H](C1)N1S(CCCC1)(=O)=O)(F)F)(F)F.ClC1=C(C=CC=C1C1=NN(C=C1)C)SC1=NC2=NC=CN=C2C=N1 2-((2-chloro-3-(1-methyl-1H-pyrazol-3-yl)phenyl)mercapto)pteridine 6-(trifluoromethoxy)pyridin-3-yl-(5R)-5-(1,1-dioxo-1λ6,2-thiazinan-2-yl)-3,3-difluoropiperidine-1-carboxylate